COC([C@@H](N(C)C1=NC=C(C=C1)C#N)C)=O (5-cyanopyridin-2-yl)-N-methylalanine methyl ester